CN1CCC(CC1)NC(=O)C=1C=C2C(=NC1)NC=C2C2=CC=1N(C=C2)N=CC1C(NC1CCN(CC1)C)=O N-(1-methylpiperidin-4-yl)-3-(3-((1-methylpiperidin-4-yl)carbamoyl)pyrazolo[1,5-a]pyridin-5-yl)-1H-pyrrolo[2,3-b]pyridine-5-carboxamide